3-(2-hydroxyethyl)imidazolidone OCCN1C(NCC1)=O